3-[(3-chloro-2-methoxyphenyl)amino]-2-[6-(cyclobutylmethoxy)-1,5-naphthyridin-4-yl]-1H,5H,6H,7H-pyrrolo[3,2-c]pyridin-4-one ClC=1C(=C(C=CC1)NC1=C(NC2=C1C(NCC2)=O)C2=CC=NC1=CC=C(N=C21)OCC2CCC2)OC